4-[7-[(3-aminooxetan-3-yl)methoxy]imidazo[1,2-a]pyridin-3-yl]-N-cyclopropyl-2-(difluoromethoxy)-6-methoxy-benzamide NC1(COC1)COC1=CC=2N(C=C1)C(=CN2)C2=CC(=C(C(=O)NC1CC1)C(=C2)OC)OC(F)F